tert-butyl (1R,2S,3S,5S)-3-amino-2-fluoro-8-azabicyclo[3.2.1]octane-8-carboxylate N[C@@H]1[C@@H]([C@H]2CC[C@@H](C1)N2C(=O)OC(C)(C)C)F